COCC1=C(C(=CC(=C1CO)C(C)C)COC)O 2,6-bis(methoxymethyl)hydroxymethyl-4-isopropylphenol